O[C@]1(CN2[C@H](CO1)CN(CC2)C(=O)C2=C(C(=CC=C2)OC)Cl)C=2C(=NC(=CC2)C(F)(F)F)C [(3R,9aS)-3-hydroxy-3-[2-methyl-6-(trifluoromethyl)-3-pyridyl]-1,4,6,7,9,9a-hexahydropyrazino[2,1-c][1,4]oxazin-8-yl]-(2-chloro-3-methoxyphenyl)methanone